ClC1=C(OC(C)C=2C=C(C(=O)O)C=CC2)C=CC(=C1)C(F)(F)F 3-(1-(2-chloro-4-(trifluoromethyl)phenoxy)ethyl)benzoic acid